C(C)OC(CCCCC)=O.[Pd+2] Palladium (II) ethylhexanoate